C(C)N(C1=CC2=C(C=C(C(O2)=O)C(=O)N)C=C1)CC 7-(diethylamino)-2-oxo-2H-benzopyran-3-carboxamide